S1C(=NC2=C1C=CC=C2)NC(=O)C=2C=CC=C1CCN(CC21)C2=CC=C(C(=N2)C(=O)O)C2=C(C=C(C=C2)OCC2CCCCC2)C 6-[8-(1,3-benzothiazol-2-ylcarbamoyl)-3,4-dihydroisoquinolin-2(1H)-yl]-3-[4-(cyclohexylmethoxy)-2-methylphenyl]pyridine-2-carboxylic acid